1-ethenylhexahydro-2H-azepin-2-on C(=C)N1C(CCCCC1)=O